COC(CN(C([C@H](C)NC(CCNC(OC)=O)=O)=O)CC(CC)C)OC methyl 3-((2S)-1-((2,2-dimethoxyethyl) (2-methylbutyl) amino)-1-oxopropan-2-ylamino)-3-oxopropylcarbamate